COC(=O)C1=CC=C(C=C1)C1N(CCCN(C1)C(=O)OCC1=CC=CC=C1)C(=O)OC(C)(C)C 4-benzyl 1-(tert-butyl) 2-(4-(methoxycarbonyl)phenyl)-1,4-diazepane-1,4-dicarboxylate